ClC=1C=C(C=CC1OCC(C)(C)O)[C@H]([C@@H](CN1CCCC1)NC(=O)[C@H]1CN(CC1)C1=CC=C(C=C1)Cl)O (R)-N-((1R,2R)-1-(3-chloro-4-(2-hydroxy-2-methylpropoxy)phenyl)-1-hydroxy-3-(pyrrolidin-1-yl)propan-2-yl)-1-(4-chlorophenyl)pyrrolidine-3-carboxamide